C(C)(C)(C)OC(=O)N1C[C@H](CC1)N(C1=C2C=CC=NC2=C(C=C1)C(F)(F)F)C (S)-3-(methyl-(8-(trifluoromethyl)quinolin-5-yl)amino)pyrrolidine-1-carboxylic acid tert-butyl ester